methyl-((methylsulfinyl)methyl)sulfane CSCS(=O)C